ClC1=C(C=C(\C=N\NC2=C3N=CN(C3=NC=N2)[C@@H]2O[C@@H]([C@H]([C@H]2O)O)CO)C=C1)C(F)(F)F (2R,3R,4S,5R)-2-{6-{2-[(E)-4-chloro-3-(trifluoromethyl)benzylidene]hydrazino}-9H-purin-9-yl}-5-(hydroxymethyl)tetrahydrofuran-3,4-diol